N-(2-(furan-3-yl)-5-((methylamino)methyl)phenyl)benzenesulfonamide O1C=C(C=C1)C1=C(C=C(C=C1)CNC)NS(=O)(=O)C1=CC=CC=C1